BrC1=C(C=CC=2N=C(OC21)S)Cl 7-bromo-6-chlorobenzo[d]oxazole-2-thiol